FC=1C=C(OCCNCCOC2=CC(=C(C(=C2)F)F)F)C=C(C1F)F Bis[2-(3,4,5-trifluorophenoxy)ethyl]amine